FC=1C=C(C=CC1)N1NC(C=2C=NC(=CC21)NC2=NC=C(C=C2)F)=O 1-(3-fluorophenyl)-6-((5-fluoropyridin-2-yl)amino)-1,2-dihydro-3H-pyrazolo[4,3-c]pyridin-3-one